4-((5-thiomorpholinothiophen-2-yl)methylene)-3-(trifluoromethyl)isoxazol-5(4H)-one S1CCN(CC1)C1=CC=C(S1)C=C1C(=NOC1=O)C(F)(F)F